CC1=C(C=NC(=C1)C)S(=O)(=O)Cl 4,6-dimethylpyridine-3-sulfonyl chloride